ClC1=C(C=CC(=C1)C1=C2C(=NC=C1)NC=C2F)C2([C@H](CNC[C@H]2C)C)O (3S,4S,5R)-4-(2-chloro-4-(3-fluoro-1H-pyrrolo[2,3-b]pyridin-4-yl)phenyl)-3,5-dimethylpiperidin-4-ol